C1=CC=CC=2C3=CC=CC=C3C(C12)COC(=O)N([C@@H](C(C)C)C(=O)O[C@@H]([C@@H](NC(=O)OC(C)(C)C)C(=O)O)C)C O-(N-(((9H-fluoren-9-yl)methoxy)carbonyl)-N-methyl-L-valyl)-N-(tert-butoxycarbonyl)-D-allothreonine